FC=1C=C(C=CC1OC)S(/C=C/CNC(=O)C=1C(NC=2CCN(CC2C1)CC1=CC=C(C=C1)OC)=O)(=O)=N N-[(2E)-3-[(3-fluoro-4-methoxyphenyl)(imino)oxo-λ6-sulfanyl]prop-2-en-1-yl]-6-[(4-methoxyphenyl)methyl]-2-oxo-1,2,5,6,7,8-hexahydro-1,6-naphthyridine-3-carboxamide